2-[9-(1,3-dicarboxypropyl)-6-oxa-3,9,15-triazabicyclo[9.3.1]pentadeca-1(15),11,13-trien-3-yl]pentanedioic acid C(=O)(O)C(CCC(=O)O)N1CCOCCN(CC=2C=CC=C(C1)N2)C(C(=O)O)CCC(=O)O